C(CCCCCCCCCCCCC)(=O)OC(C(C)OC(CCCCCCCCCCCCC)=O)N 1,2-dimyristoyloxypropylamine